Decane-7,8-dicarboxylic acid 8-benzyl ester 7-methyl ester COC(=O)C(CCCCCC)C(CC)C(=O)OCC1=CC=CC=C1